[Cl-].C1(CCCCC1)C1=CC=CC=2N1C=[N+](C2)C2=C(C=CC=C2C(C)C)C(C)C 5-cyclohexyl-2-(2,6-diisopropylphenyl)imidazo[1,5-a]pyridin-2-ium chloride